C1(CC1)C1=NC=NC(=C1C=1N=C2CCCC=3C2=C(N1)N(N3)CC3=CC=C(C=C3)C=3N(C=C(N3)C(F)(F)F)C)OC 4-(4-cyclopropyl-6-methoxypyrimidine-5-yl)-2-(4-(1-methyl-4-(trifluoromethyl)-1H-imidazol-2-yl)benzyl)-2,6,7,8-tetrahydropyrazolo[3,4,5-de]quinazoline